C(CC)(=O)OCCCCCCCCCCCCCCCCCCCCCCCCCCCCCC n-triacontyl propionate